C[C@H]1N([C@H](CN(C1)C1=CN=C2C(=N1)N=CC=C2)C)C(=O)OC2CC1(CN(C1)CC1=CC=CC=C1)C2 2-benzyl-2-azaspiro[3.3]heptan-6-yl (2R,6S)-2,6-dimethyl-4-{pyrido[2,3-b]pyrazin-3-yl}piperazine-1-carboxylate